N-(3-(1,1-difluoroethyl)phenyl)-2-(4-(difluoromethoxy)phenyl)-4-methyloxazole-5-carboxamide FC(C)(F)C=1C=C(C=CC1)NC(=O)C1=C(N=C(O1)C1=CC=C(C=C1)OC(F)F)C